3,5-difluoro-4-hydroxybenzonitrile FC=1C=C(C#N)C=C(C1O)F